1-isopropyl-7-(2-methyl-6-(4-(tetrahydro-2H-pyran-2-yl)-4H-1,2,4-triazol-3-yl)pyridin-3-yl)-3,4-dihydropyrazino[2,3-b]Pyrazin-2(1H)-one C(C)(C)N1C(CNC=2C1=NC(=CN2)C=2C(=NC(=CC2)C2=NN=CN2C2OCCCC2)C)=O